tert-Butyl (E)-(3-(2-(4,4,5,5-tetramethyl-1,3,2-dioxaborolan-2-yl)vinyl)phenyl)carbamate CC1(OB(OC1(C)C)/C=C/C=1C=C(C=CC1)NC(OC(C)(C)C)=O)C